C(=O)C1(CN(C1)C(=O)[O-])C 3-formyl-3-methylazetidine-1-carboxylate